N-((1,2,3,5,6,7-hexahydro-s-indacen-4-yl)carbamoyl)-1-methyl-1H-pyrazole-3-sulfonamide C1CCC2=C(C=3CCCC3C=C12)NC(=O)NS(=O)(=O)C1=NN(C=C1)C